FC1=CC(=C(C(=O)NC)C=C1NC1=NC(=CC2=C1N(C=N2)C(C)C)C2=CC=C1C(=C2)N(C(C12CCNCC2)=O)C2CC(C2)N2C[C@H](CCC2)F)C 4-fluoro-5-((6-(1-((1s,3s)-3-((R)-3-fluoropiperidin-1-yl)cyclobutyl)-2-oxospiro[indolin-3,4'-piperidin]-6-yl)-3-isopropyl-3H-imidazo[4,5-c]pyridin-4-yl)amino)-N,2-dimethylbenzamide